benzyl (3S,7aR,11aR)-3-isopropyl-5-oxo-2,3,6,7,7a,8,10,11-octahydrooxazolo[2,3-j][1,6]naphthyridine-9-carboxylate C(C)(C)[C@H]1CO[C@@]23CCN(C[C@H]3CCC(N21)=O)C(=O)OCC2=CC=CC=C2